C(C(C)C)C1(CC1)C#N 1-iso-butylcyclopropane-1-carbonitrile